L-1-phenyl-3-methyl-5-pyrazolone C1(=CC=CC=C1)N1N=C(CC1=O)C